(Z)-3-(4-(4-(aminomethyl)-1-oxo-1,2-dihydro-phthalazin-6-yl)-1-methyl-1H-pyrazol-5-yl)-2-(naphthalen-2-yl)acrylonitrile NCC1=NNC(C2=CC=C(C=C12)C=1C=NN(C1\C=C(/C#N)\C1=CC2=CC=CC=C2C=C1)C)=O